(3,3-dimethyl-pyrrolidin-1-yl)-acetic acid CC1(CN(CC1)CC(=O)O)C